4-[2-chloro-4-(trifluoromethoxy)phenoxy]-N-[3-(methylsulfonylimino)phenyl]-6-(trifluoromethyl)pyridine-3-carboxamide ClC1=C(OC2=C(C=NC(=C2)C(F)(F)F)C(=O)NC=2CC(C=CC2)=NS(=O)(=O)C)C=CC(=C1)OC(F)(F)F